(2S)-2-(2,2-dimethyltetrahydro-2H-pyran-4-carboxamido)-9-(5,6,7,8-tetrahydro-1,8-naphthyridin-2-yl)nonanoic acid CC1(OCCC(C1)C(=O)N[C@H](C(=O)O)CCCCCCCC1=NC=2NCCCC2C=C1)C